CC1=CC=C(C=C1)S(=O)(=O)Cl P-tosyl chloride